C(C)C=1OC2=C(C1CCNC1=CC(=NC=N1)C1=CC(=C(C(=O)O)C=C1)SC)C=C(C=C2C)F 4-{6-[2-(2-Ethyl-5-fluoro-7-methyl-benzofuran-3-yl)-ethylamino]-pyrimidin-4-yl}-2-methylsulfanyl-benzoic acid